C(C)C1=NNC(=C1)NC1=CC2=C(C(=NO2)NS(=O)(=O)C2=C(C=C(C(=O)NCCCCCNC(C3=CC=C(C=C3)C=3N=NC(=NN3)C)=O)C=C2)OC)C=C1OC 4-({6-[(3-Ethyl-1H-pyrazol-5-yl)amino]-5-methoxy-1,2-benzoxazol-3-yl}sulfamoyl)-3-methoxy-N-{5-[4-(6-methyl-1,2,4,5-tetrazin-3-yl)benzamido]pentyl}benzamide